1-(2-bromophenyl)-N,N-dimethylformamide BrC1=C(C=CC=C1)C(=O)N(C)C